CN1C=C(C=CC1=O)C(C(=O)OCC)=O ethyl 2-(1-methyl-6-oxo-1,6-dihydropyridin-3-yl)-2-oxoacetate